ethyl 5-[2-(3-amino-2,6-difluorophenyl) ethynyl]-1-[(4-methoxyphenyl)methyl]pyrazole-3-carboxylate NC=1C(=C(C(=CC1)F)C#CC1=CC(=NN1CC1=CC=C(C=C1)OC)C(=O)OCC)F